N-Undecylpyrrolium triflat [O-]S(=O)(=O)C(F)(F)F.C(CCCCCCCCCC)[NH+]1C=CC=C1